1-(carboxymethyl)imidazole C(=O)(O)CN1C=NC=C1